Lithium Lanthanum Zirconium Gallium Oxide [O-2].[Ga+3].[Zr+4].[La+3].[Li+]